C(C)[Si](C1=CC=C(C=C1)C(=[Hf](C1C2=CC(=CC=C2C=2C=CC(=CC12)C(C)(C)C)C(C)(C)C)C1C=CC=C1)C1=CC=C(C=C1)[Si](CC)(CC)CC)(CC)CC bis(p-triethylsilyl-phenyl)methylene(cyclopentadienyl)(2,7-di-t-butyl-9-fluorenyl)hafnium